methyl 6-azaspiro[2.4]heptane-5-carboxylate C1CC12CC(NC2)C(=O)OC